3-amino-4-(fluoromethylene)cyclopent-1-ene-1-carboxylic acid hydrochloride Cl.NC1C=C(CC1=CF)C(=O)O